ClC=1C=C(C=C(C1OCCO)Cl)B(O)O (3,5-dichloro-4-(2-hydroxyethoxy)phenyl)boronic acid